N1(C=NC2=C1C=CC=C2)C2=CC=C(C=C2)NC(=O)NC=2SC=C(N2)C 1-(4-benzoimidazol-1-yl-phenyl)-3-(4-methyl-thiazol-2-yl)-urea